[Na+].C1(=CC=CC=C1)CCCCCC(=O)[O-] 6-phenyl-hexanoic acid sodium salt